2,3,4,5-tetrahydro-1H-benzo[c]azepine-9-carbonitrile C1NCCCC2=C1C(=CC=C2)C#N